FC=1C=C(CNC(=O)C=2SC(=CC2)C2=C(C(=NC3=C2C(N2CCC[C@@H]32)=O)COC3=CC=C(C=C3)F)C=3OC(=NN3)C)C=CC1F (S)-N-(3,4-difluorobenzyl)-5-(2-((4-fluorophenoxy)methyl)-3-(5-methyl-1,3,4-oxadiazol-2-yl)-5-oxo-7,8,9,9a-tetrahydro-5H-pyrido[2,3-a]pyrrolizin-4-yl)thiophene-2-carboxamide